COC1=C(N)C=CC(=C1)N1CCC(CC1)N1CCN(CC1)C 2-methoxy-4-(4-(4-methylpiperazin-1-yl)piperidine-1-yl)aniline